COC(=O)C=1C=C2C=3CC(CCC3NC2=CC1)NC(=O)NC1=CC(=C(C=C1)Cl)C(F)(F)F 3-(3-(4-chloro-3-(trifluoromethyl)phenyl)ureido)-2,3,4,9-tetrahydro-1H-carbazole-6-carboxylic acid methyl ester